BrC=1C=C2CCCN(C2=CC1)C1=NOC(=N1)C1=NN(C=C1)CC (6-bromo-3,4-dihydroquinolin-1(2H)-yl)-5-(1-ethyl-1H-pyrazol-3-yl)-1,2,4-oxadiazole